tert-butyl 3-chloro-3-oxopropionate ClC(CC(=O)OC(C)(C)C)=O